CC(CC1=CC=C(C=C1)SC)(C)N1CCOCC1 2-Methyl-1-[4-(Methylthio)phenyl]-2-morpholinopropane